2-(9H-PURIN-6-YLSULFANYL)ACETALDEHYDE N1=CN=C2NC=NC2=C1SCC=O